ClC=1C=C(C=CC1F)NC(N(C)[C@H]1COCC=2N=C(C=3C=C(C(=CC3C21)F)F)NC)=O (R)-3-(3-chloro-4-fluorophenyl)-1-(8,9-difluoro-6-(methylamino)-1,4-dihydro-2H-pyrano[3,4-c]isoquinolin-1-yl)-1-methylurea